C(C)(=O)N1C=C(C2=CC=CC=C12)C(=O)NCCN1C(NCC1)=O 1-acetyl-N-(2-(2-oxoimidazolidin-1-yl)ethyl)-1H-indole-3-carboxamide